BrC1=C2C(C=COC2=C(C(=C1)F)C#N)=O 5-Bromo-7-fluorochromone-8-carbonitrile